4-(6-(difluoro-methyl)-3-methoxy-pyridazin-4-yl)-N-(5-(3-fluoro-4-(trifluoromethyl)picolinoyl)-5,6-dihydro-4H-pyrrolo[3,4-d]thiazol-2-yl)-6-methyl-nicotinamide FC(C1=CC(=C(N=N1)OC)C1=CC(=NC=C1C(=O)NC=1SC2=C(N1)CN(C2)C(C2=NC=CC(=C2F)C(F)(F)F)=O)C)F